4-{6-[6-(2-hydroxyethoxy)pyridin-3-yl]quinolin-2-yl}-6-methyl-1-tosyl-1H-pyrrolo[2,3-c]pyridin-7(6H)-one OCCOC1=CC=C(C=N1)C=1C=C2C=CC(=NC2=CC1)C=1C2=C(C(N(C1)C)=O)N(C=C2)S(=O)(=O)C2=CC=C(C)C=C2